BrC1=NSC(=N1)C=1C=C(C(=C(C=O)C1)O)F 5-(3-bromo-1,2,4-thiadiazol-5-yl)-3-fluoro-2-hydroxybenzaldehyde